6-butyl-pseudouridine triphosphate P(O)(=O)(OP(=O)(O)OP(=O)(O)O)OC[C@@H]1[C@H]([C@H]([C@@H](O1)C1=C(NC(=O)NC1=O)CCCC)O)O